S(=O)(=O)(O)O.FC1=C(N)C(=CC(=C1F)F)Br 2,3,4-trifluoro-6-bromoaniline sulfate